4-((8-(2-(3-Mercapto-3-methylbutanoyl)hydrazineylidene)-5,6,1,8-tetrahydroquinolin-3-yl)oxy)butanoic acid SC(CC(=O)NN=C1CCCC=2C=C(CNC12)OCCCC(=O)O)(C)C